N1CC[C@@H]2[C@@H]1CN(CC2)C2=NC1=C(N2CC2=NC=C(C#N)C=C2)C=CC=C1 6-((2-((3aS,7aR)-Hexahydro-1H-pyrrolo[2,3-c]pyridin-6(2H)-yl)-1H-benzo[d]imidazol-1-yl)methyl)nicotinonitril